C(C)(C)(C)OC(N(CC1=NC=C(C(=C1C)OC)C)C1=CC2=C(OCCO2)C=C1)=O (2,3-Dihydrobenzo[b][1,4]dioxin-6-yl)((4-methoxy-3,5-dimethylpyridin-2-yl)methyl)carbamic acid tert-butyl ester